COC(=O)C=1N=NC(=CC1NC=1C=NN(C1)CC1CN(C1)C(=O)OC(C)(C)C)C1=C(C=CC=C1F)F 4-((1-((1-(tert-butoxycarbonyl)azetidin-3-yl)methyl)-1H-pyrazol-4-yl)amino)-6-(2,6-difluorophenyl)pyridazine-3-carboxylic acid methyl ester